2-(tetrahydro-2H-pyran-4-yl)propan-2-amine O1CCC(CC1)C(C)(C)N